cholesteryl 11,14-eicosadienoate CCCCC/C=C/C/C=C/CCCCCCCCCC(=O)O[C@H]1CCC2(C3CCC4([C@H](CCC4C3CC=C2C1)[C@H](C)CCCC(C)C)C)C